3,4-difluoro-2-(2-fluoro-4-iodoanilino)-5-[[3-fluoro-2-[(1-methylcyclobutyl)sulfamoyl]pyridin-4-yl]methyl]-N-methoxybenzamide FC=1C(=C(C(=O)NOC)C=C(C1F)CC1=C(C(=NC=C1)S(NC1(CCC1)C)(=O)=O)F)NC1=C(C=C(C=C1)I)F